C(=O)(O)CN1N=NC(=C1)CSC1=CC=C(C=C1)OC 1-carboxymethyl-4-[4-(methoxy)phenylthiomethyl]-1H-1,2,3-triazole